C1(CC1)S(=O)(=O)NC1=NC=CC(=N1)C(C(=O)NC1=NC=C(C=C1)C1=NC(=CN=C1)C1CC1)(C)C 2-(2-(cyclopropanesulfonamido)pyrimidin-4-yl)-N-(5-(6-cyclopropylpyrazin-2-yl)pyridin-2-yl)-2-methylpropanamide